The molecule is a phosphatidylcholine 24:0 in which the acyl groups specified at positions 1 and 2 are undecanoyl and tridecanoyl respectively. It derives from an undecanoic acid and a tridecanoic acid. CCCCCCCCCCCCC(=O)O[C@H](COC(=O)CCCCCCCCCC)COP(=O)([O-])OCC[N+](C)(C)C